OCCNC1=CC(=C2C(=N1)N(N=C2)C)NCC2=CC=C(C=C2)S(=O)(=O)N 4-(((6-((2-Hydroxyethyl)amino)-1-methyl-1H-pyrazolo[3,4-b]pyridin-4-yl)amino)methyl)-benzenesulfonamide